(4-Acetaminocyclohexyl)-1-sulfamoyl-pyrrole-2-carboxylic acid N(C(=O)C)C1CCC(CC1)C1=C(N(C=C1)S(N)(=O)=O)C(=O)O